2-((2-chloro-5-((difluoromethoxy)methyl)pyrimidin-4-yl)amino)-1-fluoro-5,6,8,9,10,11-hexahydro-7H-pyrido[3',4':4,5]pyrrolo[2,3-f]isoquinolin-7-one ClC1=NC=C(C(=N1)NC=1N=CC=2CCC3=C(C2C1F)NC1=C3C(NCC1)=O)COC(F)F